Benzyl-3-methyl-4-nitro-1H-pyrazole C(C1=CC=CC=C1)N1N=C(C(=C1)[N+](=O)[O-])C